OC=1C(=C(C(=NC1C)NC(=O)C=1NC2=CC(=CC=C2C1)OC)C)C N-(5-Hydroxy-3,4,6-trimethylpyridin-2-yl)-6-methoxy-1H-indol-2-carboxamid